3-[1-(4-carbamoyl-2-methylphenyl)-5-(4-imidazol-1-ylphenyl)pyrrol-2-yl]propionic acid C(N)(=O)C1=CC(=C(C=C1)N1C(=CC=C1C1=CC=C(C=C1)N1C=NC=C1)CCC(=O)O)C